[(1S,4S)-4-[4-Amino-3-[4-[[(2-methoxybenzoyl)amino]methyl]phenyl]pyrazolo[3,4-d]pyrimidin-1-yl]cyclopent-2-en-1-yl] 2,2-dimethylpropanoate CC(C(=O)O[C@@H]1C=C[C@H](C1)N1N=C(C=2C1=NC=NC2N)C2=CC=C(C=C2)CNC(C2=C(C=CC=C2)OC)=O)(C)C